3-(5-(Bromomethyl)-1-oxoisoindoline-2-yl)piperidine-2,6-dione BrCC=1C=C2CN(C(C2=CC1)=O)C1C(NC(CC1)=O)=O